(1R,3S)-3-(1-(tert-butyl)-5-((2-methyl-1,1-dioxido-2,3-dihydrobenzo[d]isothiazol-4-yl)amino)-1H-pyrazol-3-yl)cyclopentyl isopropylcarbamate C(C)(C)NC(O[C@H]1C[C@H](CC1)C1=NN(C(=C1)NC1=CC=CC2=C1CN(S2(=O)=O)C)C(C)(C)C)=O